OC1=C2C(C(NC2=CC=C1O)=O)=O 4,5-dihydroxy-indole-2,3-dione